ClC1=NC2=CC=C(C=C2C(=N1)NCC1(COC1)N(CC1=CC=CC=C1)CC1=CC=CC=C1)C(F)F 2-Chloro-N-((3-(dibenzylamino)oxetan-3-yl)methyl)-6-(difluoromethyl)quinazolin-4-amine